ClC1=CC=C(OC2=C(C(=NN2C)C)CN2CCC3=CC(=CC=C23)NC(CC(C)(C)C)=O)C=C1 N-{1-[5-(4-Chlorophenoxy)-1,3-dimethyl-1H-pyrazol-4-ylmethyl]-2,3-dihydro-1H-indol-5-yl}-3,3-dimethylbutyramide